ClC=1C=C2C=C(COC2=C(C1)F)[N+](=O)[O-] 6-chloro-8-fluoro-3-nitro-2H-chromene